C(CCCCC)OC(CCCCCCC\C=C/CCO)OCCCCCC (3Z)-12,12-dihexyloxy-3-dodecen-1-ol